ClC1=C(C=C(OCC(=O)NC23CC(C2)(C3)NC3=NC(=CN=C3)C)C=C1)F 2-(4-chloro-3-fluorophenoxy)-N-{3-[(6-methylpyrazin-2-yl)amino]bicyclo[1.1.1]pentan-1-yl}acetamide